ethyl-5,7-dimethyl-4,6,8-trioxo-2-(3,4,5-trimethoxyphenyl)-5,7-diazaspiro[2.5]octane-1-carboxylate C(C)OC(=O)C1C(C12C(N(C(N(C2=O)C)=O)C)=O)C2=CC(=C(C(=C2)OC)OC)OC